N1(CCC1)C(=O)C=1C=C(C=NC1NC(CO)(C)C)C=1C(=CC(=C(C(=O)NC2CC2)C1)F)C 5-(5-(azetidine-1-carbonyl)-6-((1-hydroxy-2-methylpropan-2-yl)amino)pyridin-3-yl)-N-cyclopropyl-2-fluoro-4-methylbenzamide